(9H-fluoren-9-yl)methyl (6-cyanopyridin-3-yl)carbamate C(#N)C1=CC=C(C=N1)NC(OCC1C2=CC=CC=C2C=2C=CC=CC12)=O